OC(C(=O)O)(CCCCCCCCCCCC)CCCC.C(C)(C)(C)OC(CCCCCCCCCCCCCCCCC(=O)O)=O octadecanedioic acid mono-tert-butylester hydroxy-butyl-myristate